(S)-2-(1-hydroxyethyl)-3-phenylquinazolin-4(3H)-one O[C@@H](C)C1=NC2=CC=CC=C2C(N1C1=CC=CC=C1)=O